5-chloro-N-methyl-7-morpholino-1H-indole-3-carboxamide ClC=1C=C2C(=CNC2=C(C1)N1CCOCC1)C(=O)NC